CC1=C(C(=C2CCCC2=C1)NC(=O)NS(=O)(=O)C)C1=CC(=NC=C1)C N-((6-Methyl-5-(2-methylpyridin-4-yl)-2,3-dihydro-1H-inden-4-yl)carbamoyl)methanesulfonamide